C1(=CC=CC=2C3=CC=CC=C3CC12)COC(=O)N[C@@H](CCCCNC(=O)OC(C)(C)C)C(=O)O Nα-fluorenylmethoxycarbonyl-Nε-t-butoxycarbonyl-L-lysine